1-[6-(2,2-difluoro-6-oxo-8,9-dihydro-[1,3]dioxolo[4,5-f]isoquinolin-7-yl)-5-ethylsulfonyl-3-pyridyl]cyclopropane-carbonitrile FC1(OC=2C(=C3CCN(C(C3=CC2)=O)C2=C(C=C(C=N2)C2(CC2)C#N)S(=O)(=O)CC)O1)F